FC(OC1=CC=C(C=C1)CN1C[C@@H]2C([C@@H]2C1)NC(C=C)=O)(F)F N-[(1R,5S)-3-[[4-(trifluoromethoxy)phenyl]methyl]-3-azabicyclo[3.1.0]hexan-6-yl]prop-2-enamide